(2-((1R,5S)-3-((5-cyclopropyl-3-(2-(trifluoromethoxy)phenyl)isoxazol-4-yl)methoxy)-8-azabicyclo[3.2.1]octan-8-yl)-4-fluorobenzo[d]thiazol-6-yl)(methyl)phosphinic acid C1(CC1)C1=C(C(=NO1)C1=C(C=CC=C1)OC(F)(F)F)COC1C[C@H]2CC[C@@H](C1)N2C=2SC1=C(N2)C(=CC(=C1)P(O)(=O)C)F